(3-glycidyloxypropyl)methyldiethoxysilane C(C1CO1)OCCC[Si](OCC)(OCC)C